2,4,6-trifluoro-9H-carbazole FC1=CC=2NC3=CC=C(C=C3C2C(=C1)F)F